2,4-diamino-6-[(2-ethyl-4-methyl-1-imidazolyl)ethyl]s-triazine NC1=NC(=NC(=N1)N)CCN1C(=NC(=C1)C)CC